2-(4-ethyl-3-piperidyl)-5-(4-methoxyphenyl)pyridine C(C)C1C(CNCC1)C1=NC=C(C=C1)C1=CC=C(C=C1)OC